FC(S(=O)(=O)OC1=C(C=C(C=C1)C1=NC(=CC=C1NC(C)C=1C=C(C=C2C(C(=C(OC12)N1CCOCC1)C)=O)C)Cl)C=O)(F)F 4-(6-chloro-3-((1-(3,6-dimethyl-2-morpholino-4-oxo-4H-chromen-8-yl)ethyl)amino)pyridin-2-yl)-2-formylphenyl trifluoromethanesulfonate